C(CCCCCCCCCCCCC)C1CCCCCC1 tetradecyl-cycloheptane